S(C)(=O)(=O)O.C(CCC)N1C(=NC=2C1=NC(=CC2)C=2NC(=NC2C2=CC=CC=C2)C2=C(C=CC=C2C(F)(F)F)F)N 3-butyl-5-[2-(2-fluoro-6-trifluoromethylphenyl)-5-phenyl-3H-imidazol-4-yl]-3H-imidazo[4,5-b]pyridin-2-ylamine mesylate